trans-isopropyl-(4-(5-bromothiazol-2-yl) cyclohexyl) carbamate C(N)(OC1(CCC(CC1)C=1SC(=CN1)Br)C(C)C)=O